C1(CC1)CNC(=O)C1CN(C1)C1=NC(=NC(=C1)NC1=NC=CN=C1)N[C@@H](C)C1=CC=C(C=C1)F (S)-N-(cyclopropylmethyl)-1-{2-[1-(4-fluorophenyl)ethylamino]-6-(pyrazin-2-ylamino)pyrimidin-4-yl}azetidine-3-carboxamide